[C@H]12CC(C[C@H](CC1)N2)OC(=O)C=2C(=NOC2C2CC2)C2=C(C=CC=C2)OC(F)(F)F.FC2=CC(=C(N)C(=C2)C2=CC(=NC=C2)C#CC)C(C)C 4-fluoro-2-isopropyl-6-(2-(prop-1-yn-1-yl)pyridin-4-yl)aniline (1R,3R,5S)-8-azabicyclo[3.2.1]octan-3-yl-5-cyclopropyl-3-[2-(trifluoromethoxy)phenyl]-1,2-oxazole-4-carboxylate